FC1([C@H](C1)C(=O)NC1=NC=C2C=C(C=3N(C2=C1)C=CN3)C=3C=NC(=CC3C)C(CC=C)O)F (1R)-2,2-Difluoro-N-(4-(6-(1-hydroxybut-3-en-1-yl)-4-methylpyridin-3-yl)imidazo[1,2-a][1,6]naphthyridin-8-yl)cyclopropane-1-carboxamide